2-Chloro-1,1'-dimethyl-2'-(methylsulfonyl)-[3,3'-bipyridine]-1,1'-diium bis(tetrafluoroborate) F[B-](F)(F)F.F[B-](F)(F)F.ClC1=[N+](C=CC=C1C=1C(=[N+](C=CC1)C)S(=O)(=O)C)C